OCCNC(C1=CC=C(C=C1)C#CC1=CC=C(C=C1)C1=CC(=NO1)CN1C(=NC=C1)[C@H](C)O)=O (S)-N-(2-hydroxyethyl)-4-((4-(3-((2-(1-hydroxyethyl)-1H-imidazol-1-yl)methyl)isoxazole-5-yl)phenyl)ethynyl)benzamide